(2R)-2-(4-bromophenyl)-2-[[(tert-butoxy)carbonyl]amino]acetic acid BrC1=CC=C(C=C1)[C@H](C(=O)O)NC(=O)OC(C)(C)C